C1C\C=C/CCCCCCCCCCCCCC(=O)OC1=O cis-3-heptadecene-1,17-dicarboxylic acid anhydride